ClC1=CC=C(C=C1)[C@@H](NC(=O)N1[C@@H](C(NCC1)=O)C)C1=NC(=CC=C1)C(F)(F)F |o1:7| (2R)-N-((R or S)-(4-chlorophenyl)(6-(trifluoromethyl)pyridin-2-yl)methyl)-2-methyl-3-oxo-piperazine-1-carboxamide